C(C)(C)(C)OC(=O)N(S(=O)(=O)C=1C=C2CN(C(C2=CC1)=O)C(=O)OC(C)(C)C)C tert-Butyl 5-(N-(tert-butoxycarbonyl)-N-methylsulfamoyl)-1-oxoisoindoline-2-carboxylate